C(C)OC(CCC(=O)C1=NC(=CC=C1O)C1=C(C=C(C=C1)C)C)=O 4-[6-(2,4-dimethyl-phenyl)-3-hydroxy-pyridin-2-yl]-4-oxo-butyric acid ethyl ester